C(C)(C)C=1C(=NNC1C=1C=C(C=2N(C1)N=CN2)C)C=2C=NC(=CC2)C2CCN(CC2)C2COC2 6-(4-isopropyl-3-(6-(1-(oxetan-3-yl)piperidin-4-yl)pyridin-3-yl)-1H-pyrazol-5-yl)-8-methyl-[1,2,4]triazolo[1,5-a]pyridine